2,3-dibromo-3-(4-fluorophenyl)-1-phenylpropan-1-one BrC(C(=O)C1=CC=CC=C1)C(C1=CC=C(C=C1)F)Br